2,2-dimethylolbutanoic acid C(O)C(C(=O)O)(CC)CO